ClC=1C=C(C(=O)N[C@H](C(=O)O)C)C=C(C1)Cl (2S)-2-[(3,5-dichlorobenzoyl)amino]propanoic acid